ClC=1C=CC=C2C(=NC=NC12)NC(C(=O)O)CCN(CCCCC1=NC=2NCCCC2C=C1)CCOC1=NC=CC=C1 2-((8-chloroquinazolin-4-yl)amino)-4-((2-(pyridin-2-yloxy)ethyl)(4-(5,6,7,8-tetrahydro-1,8-naphthyridin-2-yl)butyl)amino)butanoic acid